1-((3s,5r)-1-propenoyl-5-(methoxymethyl)pyrrolidin-3-yl)-3-((1-ethyl-2-(trifluoromethyl)-1H-benzo[d]imidazol-5-yl)ethynyl)-5-(methylamino)-1H-pyrazole-4-carboxamide C(C=C)(=O)N1C[C@H](C[C@@H]1COC)N1N=C(C(=C1NC)C(=O)N)C#CC1=CC2=C(N(C(=N2)C(F)(F)F)CC)C=C1